C(C)(C)(C)N1C[C@H]([C@@H](C1)C1=CC=CC=C1)C(=O)NC1=CC(=CC=C1)OC1=CC(=CC=C1)C |r| (±)-trans-tert-Butyl-4-phenyl-N-[3-(3-methylphenoxy)phenyl]pyrrolidine-3-carboxamide